Cl.C(C)(C)O isopropyl alcohol-HCl